O[C@H]1C[C@H](C2(C1)CCN(CC2)C(=O)OC(C)(C)C)N[S@](=O)C(C)(C)C tert-butyl (1R,3R)-3-hydroxy-1-{[(R)-2-methylpropan-2-sulfinyl] amino}-8-azaspiro[4.5]decane-8-carboxylate